(2E)-2-methoxyimino-N-(1-methylcyclopropyl)-3-[(1-methylpyrazol-4-yl)methyl]-4-oxo-8-[(6R)-1-acetyl-6-methyl-3,6-dihydro-2H-pyridin-4-yl]-1H-quinazoline-6-sulfonamide CO\N=C\1/NC2=C(C=C(C=C2C(N1CC=1C=NN(C1)C)=O)S(=O)(=O)NC1(CC1)C)C=1CCN([C@@H](C1)C)C(C)=O